C(C1=CC=CC=C1)SC1=NOC2=C(C1=O)C=CC=C2 3-(benzylthio)-4H-benzo[e][1,2]oxazine-4-one